ClC1=C(C=C2C=C(N=CC2=C1)NC(=O)[C@H]1C([C@@H]1[C@@H]1OCCCC1)(C)C)N1CCN(CC1)[C@@]1(COC[C@@H]1O)C (1R,2R,3R)-N-[7-chloro-6-[4-((3R,4R)-4-hydroxy-3-methyl-tetrahydrofuran-3-yl)piperazin-1-yl]-3-isoquinolinyl]-2,2-dimethyl-3-tetrahydropyran-2-yl-cyclopropanecarboxamide